ClC=1C=C(C(=O)NS(=O)(=O)C2=CC=C(C=C2)N2CCN(CC2)CC2=C(CC(CC2)(C)C)C2=CC=C(C=C2)Cl)C=CC1 3-chloro-N-([4-[4-[[2-(4-chlorophenyl)-4,4-dimethylcyclohexen-1-yl]methyl]piperazin-1-yl]phenyl]sulfonyl)benzamide